C[B-]1(OC(C(O1)(C)C)(C)C)C.[Li+] lithium 2,2,4,4,5,5-hexamethyl-1,3,2-dioxaborolan-2-uide